2,4-Dicarboxyphenyldiethyl-phosphin oxid C(=O)(O)C1=C(C=CC(=C1)C(=O)O)P(CC)(CC)=O